trans-6-[8-[(4-fluoro-1-methyl-6,7-dihydro-5H-cyclopenta[c]pyridin-6-yl)amino]-2-oxo-1-oxa-3-azaspiro[4.5]decan-3-yl]-4-(2-trimethylsilyl-ethoxymethyl)pyrazino[2,3-b][1,4]oxazin-3-one FC=1C2=C(C(=NC1)C)CC(C2)NC2CCC1(CN(C(O1)=O)C1=NC3=C(OCC(N3COCC[Si](C)(C)C)=O)N=C1)CC2